FC(COC1=C(C=CC=2NC(=NC21)C2=C1C(=CNC2=O)C(=CN1)C#N)C1CCN(CC1)C)F 7-(4-(2,2-difluoroethoxy)-5-(1-methylpiperidin-4-yl)-1H-benzo[d]imidazol-2-yl)-6-oxo-5,6-dihydro-1H-pyrrolo[3,2-c]pyridine-3-carbonitrile